O=C1NC(CCC1N1C(C2=CC=C(C=C2C1=O)N1CCC(CC1)NCC1=CC=C(C=C1)NC1=NC=C(C(=C1)NC1=C(C(=O)NC)C=CC=C1)C(F)(F)F)=O)=O 2-((2-((4-(((1-(2-(2,6-dioxopiperidin-3-yl)-1,3-dioxoisoindolin-5-yl)piperidin-4-yl)amino)methyl)phenyl)amino)-5-(trifluoromethyl)pyridin-4-yl)amino)-N-methylbenzamide